2,2,3,4-tetramethylpentaneDinitrile CC(C#N)(C(C(C#N)C)C)C